2-{5-[4-(octahydro-2H-1,5-naphthyridine-1-carbonyl)-4-phenylpiperidin-1-yl]pyridazin-3-yl}phenol N1(CCCC2NCCCC12)C(=O)C1(CCN(CC1)C=1C=C(N=NC1)C1=C(C=CC=C1)O)C1=CC=CC=C1